2,2'-methylene-bis(2-oxazoline) C(C=1OCCN1)C=1OCCN1